ClC=1C(=C(C=CC1Cl)NC1=NC=NC2=CC=C(C=C12)C1CN(C1)C(=O)OC(C)(C)C)F tert-butyl 3-(4-((3,4-dichloro-2-fluorophenyl)amino)quinazolin-6-yl)azetidine-1-carboxylate